C(C)(=O)N1C(N=C2C(C1=O)=CC=CN2CC=2N=C(SC2)Cl)=O 3-acetyl-8-((2-chlorothiazol-yl)methyl)pyrido[2,3-d]pyrimidine-2,4(3h,8h)-dione